4-ethoxycyclobutane-1,2-dione C(C)OC1CC(C1=O)=O